ClC1=C(N=NC=C1C)NCC1=CC(=CC(=C1)OC)OC chloro-N-(3,5-dimethoxybenzyl)-5-methylpyridazin-3-amine